(S)-4-((tert-butoxycarbonyl)amino)-5-((2-(2,3-dimethoxy-2-(methoxymethyl)propoxy)ethyl)-amino)-5-oxopentanoic acid 2,5-dioxopyrrolidin-1-yl ester O=C1N(C(CC1)=O)OC(CC[C@@H](C(=O)NCCOCC(COC)(COC)OC)NC(=O)OC(C)(C)C)=O